FC(C(=O)O)(F)F.C(CC=C)C1CCNCC1 4-(3-butene-1-yl)piperidine trifluoroacetate